2-(4-Formylpiperidin-1-yl)acetic acid tert-butyl ester C(C)(C)(C)OC(CN1CCC(CC1)C=O)=O